C1(=CC(=CC=C1)C(=O)NC1=C(C(=O)O)C=C(C(=C1)Cl)C1=NNN=C1)C1=CC=CC=C1 2-{[1,1'-biphenyl]-3-amido}-4-chloro-5-(2H-1,2,3-triazol-4-yl)benzoic acid